4-{[(3R,6S)-6-{[(3,4,5,6-tetrahydro-2H-Pyran-4-ylmethyl)amino]Methyl}-3,4,5,6-tetrahydro-2H-pyran-3-yl]Amino}-7H-pyrrolo[2,3-d]Pyrimidine O1CCC(CC1)CNC[C@@H]1CC[C@H](CO1)NC=1C2=C(N=CN1)NC=C2